[(1R)-2-amino-1-methyl-ethyl]4-[5-[3-[2-(4-tert-butoxy-4-oxo-butanoyl)-4-fluoro-6-methoxy-isoindolin-5-yl]oxypropoxy]-4-fluoro-6-methoxy-benzothiophen-2-yl]-4-oxo-butanoate NC[C@@H](C)OC(CCC(=O)C=1SC2=C(C1)C(=C(C(=C2)OC)OCCCOC=2C(=C1CN(CC1=CC2OC)C(CCC(=O)OC(C)(C)C)=O)F)F)=O